((6-(6-cyclopropyl-2-((4-(4-(4-methylpiperazin-1-yl)piperidin-1-yl)phenyl)amino)-7H-pyrrolo[2,3-d]pyrimidin-7-yl)pyridin-2-yl)imino)dimethyl-λ6-sulfanone C1(CC1)C1=CC2=C(N=C(N=C2)NC2=CC=C(C=C2)N2CCC(CC2)N2CCN(CC2)C)N1C1=CC=CC(=N1)N=S(=O)(C)C